bis(4-isocyanatocyclohexyl)methane trans-Ethyl-2-(2-chloropyrimidin-5-yl)-3-(4,4,5,5-tetramethyl-1,3,2-dioxaborolan-2-yl)cyclopropane-1-carboxylate C(C)OC(=O)C1C(C1B1OC(C(O1)(C)C)(C)C)C=1C=NC(=NC1)Cl.N(=C=O)C1CCC(CC1)CC1CCC(CC1)N=C=O